C(C)(=O)NCCNCCNCCNC(C)=O N1,N10-diacetyltriethylenetetramine